2-((4-fluoro-2-isopropylphenyl)amino)-4-(trifluoromethyl)-benzoic acid FC1=CC(=C(C=C1)NC1=C(C(=O)O)C=CC(=C1)C(F)(F)F)C(C)C